tert-butylnitrophenyl-peroxyurethane C(C)(C)(C)C(OOC(N(C1=CC=CC=C1)[N+](=O)[O-])=O)C